1-{4-[7-(1-Benzo[b]thiophen-5-yl-ethylamino)-1-(1-ethyl-propyl)-1H-pyrazolo[4,3-d]pyrimidin-5-yl]-piperazin-1-yl}-ethanon S1C2=C(C=C1)C=C(C=C2)C(C)NC=2C1=C(N=C(N2)N2CCN(CC2)C(C)=O)C=NN1C(CC)CC